FC=1C=C(C=C(C1)F)N1CCN(CC1)CC=1C=C2CN(C(C2=CC1)=O)N1C(NC(CC1)=O)=O 1-(5-((4-(3,5-difluorophenyl)piperazin-1-yl)methyl)-1-oxoisoindolin-2-yl)dihydropyrimidine-2,4(1H,3H)-dione